2,4,6-tris(4-fluorophenyl)-1,3,5-triazine FC1=CC=C(C=C1)C1=NC(=NC(=N1)C1=CC=C(C=C1)F)C1=CC=C(C=C1)F